FC1=C(C(=CC(=C1)F)OC)C1(CC1)C(=O)N[C@H](C(=O)O)CCN(CCCCC1=NC=2NCCCC2C=C1)C[C@@H](CF)OC (S)-2-(1-(2,4-difluoro-6-methoxyphenyl)cyclopropane-1-carboxamido)-4-(((S)-3-fluoro-2-methoxypropyl)(4-(5,6,7,8-tetrahydro-1,8-naphthyridin-2-yl)butyl)amino)butanoic acid